BrC1=C2N(C=3N=CN=C(C31)N)CC(NC2)CC 5-bromo-8-ethyl-6,7,8,9-tetrahydropyrazino[1',2':1,5]pyrrolo[2,3-d]pyrimidin-4-amine